N-(7-fluoro-3,3-dimethyl-2-oxo-1,4-dihydroquinolin-6-yl)-2-methyl-5-(2-methylprop-1-enyl)pyridine-4-carboxamide FC1=C(C=C2CC(C(NC2=C1)=O)(C)C)NC(=O)C1=CC(=NC=C1C=C(C)C)C